C(CCCCCCCCCCCCCCC)(=O)N[C@@H](CCC(=O)C1C(=O)NC(C1)=O)C(=O)O N-palmitoyl-L-γ-glutamyl-Succinimide